6-fluoro-4-methoxy-2-(4-nitro-2-pyridyl)-5-trifluoromethylpyrimidine FC1=C(C(=NC(=N1)C1=NC=CC(=C1)[N+](=O)[O-])OC)C(F)(F)F